C1(=CC=CC=C1)P(C1=CC=CC=C1)CC1N(CCC1)C(=O)OC(C)(C)C 2-(diphenylphosphinomethyl)-N-t-butoxycarbonyl-pyrrolidine